CC1=CC=C2N1C1=CC=CC=C1NC2=O 1-methylpyrrolo[1,2-a]quinoxalin-4(5H)-one